[Hf+4].[O-2].[Ta+5] tantalum oxide hafnium